C12C(CC(CC1)C2)CC(C)=O 1-norbornan-2-yl-propan-2-one